C(C1=CC=CC=C1)C1CCN(CC1)CCCCN1N=CC=C(C1=O)C1=CC=CC=C1 2-[4-(4-benzylpiperidin-1-yl)butyl]-4-phenyl-2,3-dihydropyridazin-3-one